3-{3-[(2,6-difluorophenyl)diazenyl]phenyl}urea FC1=C(C(=CC=C1)F)N=NC=1C=C(C=CC1)NC(N)=O